OC1(CCN(C2(CC2)C1)C(=O)NC=1C(=NNC1)C1=CC2=C(C=N1)C(=NN2CC(C)C)N2CC(C2)O)C(F)(F)F 7-Hydroxy-N-[3-[3-(3-hydroxyazetidin-1-yl)-1-(2-methylpropyl)pyrazolo[4,3-c]pyridin-6-yl]-1H-pyrazol-4-yl]-7-(trifluoromethyl)-4-azaspiro[2.5]octane-4-carboxamide